BrCCCCOC1=NOC(=C1)C(C(=O)N1[C@@H](C[C@H](C1)O)C(=O)NCC1=CC=C(C=C1)C1=C(N=CS1)C)C(C)C (2S,4R)-1-(2-(3-(4-bromobutoxy)isoxazol-5-yl)-3-methylbutanoyl)-4-hydroxy-N-(4-(4-methylthiazol-5-yl)benzyl)pyrrolidine-2-carboxamide